CN1C(C(CCC1=O)N1C(C2=CC=CC(=C2C1)C#CCCC)=O)=O 5-[2-(1-methyl-2,6-dioxopiperidin-3-yl)-1-oxo-3H-isoindol-4-yl]pent-4-yn